tert-butyl (((R)-4-((S)-1-(4-fluorophenyl)-1,2,3,4-tetrahydroisoquinoline-2-carbonyl)morpholin-2-yl)methyl)carbamate FC1=CC=C(C=C1)[C@@H]1N(CCC2=CC=CC=C12)C(=O)N1C[C@H](OCC1)CNC(OC(C)(C)C)=O